methyl cis-2-(((cis-4-(3-methoxyphenyl)cyclohexyl)oxy)-methyl)-3-((methylsulfonyl)amino)piperidine-1-carboxylate COC=1C=C(C=CC1)[C@H]1CC[C@H](CC1)OC[C@@H]1N(CCC[C@@H]1NS(=O)(=O)C)C(=O)OC